Cl.ClCC=1C=NN(C1)C 4-(chloromethyl)-1-methyl-pyrazole hydrochloride